ClC=1C=CC=2N(C1)C(=CN2)C2=NC(=NC=C2)N2C[C@@H](O[C@@H](C2)C=2C=NNC2)C 6-chloro-3-{2-[(2S,6R)-2-methyl-6-(1H-pyrazol-4-yl)-morpholin-4-yl]-pyrimidin-4-yl}-imidazo[1,2-a]pyridine